C([C@H]([C@H]([C@@H]([C@H](C(=O)N=[N+]=[N-])O)O)O)O)O Azidoglucose